CC=1N(C(=CC1)C)C1=NN=C(S1)C1=NC=CC=N1 2-[5-(2,5-dimethylpyrrol-1-yl)-1,3,4-thiadiazol-2-yl]pyrimidine